(S)-2-(2-(1-(4-methoxybenzyl)-6-oxo-5-(trifluoromethyl)-1,6-dihydropyridazin-4-ylamino)propoxy)-N-(1-(5-(trifluoromethyl)pyrimidin-2-yl)piperidin-4-yl)acetamide COC1=CC=C(CN2N=CC(=C(C2=O)C(F)(F)F)N[C@H](COCC(=O)NC2CCN(CC2)C2=NC=C(C=N2)C(F)(F)F)C)C=C1